[Au].S1CCCC1.[Cl] chlorine (tetrahydrothiophene) gold